C(CCCCCCCCCCCCC)(=O)O[C@@H](CC(=O)N)CCCCCCCCCCC (R)-3-tetradecanoyloxytetradecanamide